2,4,5-trimethoxycinnamic acid COC1=C(C=CC(=O)O)C=C(C(=C1)OC)OC